tert-butyl (S)-2-(2-phenylacetyl)pyrrolidine-1-carboxylate C1(=CC=CC=C1)CC(=O)[C@H]1N(CCC1)C(=O)OC(C)(C)C